(3,4,5-trifluorophenyl)quinazoline-2,4-diamine FC=1C=C(C=C(C1F)F)C1=C2C(=NC(=NC2=CC=C1)N)N